1-({3,4-difluoro-2-[(2-fluoro-4-iodophenyl)amino]phenyl}carbonyl)-3-pyrrolidin-2-ylazetidin-3-ol FC=1C(=C(C=CC1F)C(=O)N1CC(C1)(O)C1NCCC1)NC1=C(C=C(C=C1)I)F